C1CC12COC(OC2)CN2N=NC(=C2)C(=O)N(C)C2=C(C=C(C=C2)C#CC2CC2)N(C)C ((5,7-dioxaspiro[2.5]oct-6-yl)methyl)-N-(4-(cyclopropylethynyl)-2-(dimethylamino)phenyl)-N-methyl-1H-1,2,3-triazole-4-carboxamide